trans-2-[[1-ethyl-4-[[4-(trifluoromethyl)phenyl]methyl]-pyrrolo[2,3-b]pyridine-3-carbonyl]amino]spiro[3.3]heptane-6-carboxylic acid C(C)N1C=C(C=2C1=NC=CC2CC2=CC=C(C=C2)C(F)(F)F)C(=O)NC2CC1(C2)CC(C1)C(=O)O